tert-butyl N-[(1R,3S)-3-[[(4-cyano-2-pyridyl)amino]carbamoyl]cyclohexyl]carbamate C(#N)C1=CC(=NC=C1)NNC(=O)[C@@H]1C[C@@H](CCC1)NC(OC(C)(C)C)=O